3-(perfluoro-n-octyl)-1,2-epoxypropane FC(C(C(C(C(C(C(C(F)(F)F)(F)F)(F)F)(F)F)(F)F)(F)F)(F)F)(CC1CO1)F